C1=CC=C2C(=C1)C=NN=C2NN The molecule is the 1-hydrazino derivative of phthalazine; a direct-acting vasodilator that is used as an antihypertensive agent. It has a role as an antihypertensive agent and a vasodilator agent. It is a member of phthalazines, an azaarene, an ortho-fused heteroarene and a member of hydrazines.